2-[(S)-2-[(S)-2-[(S)-2-acetylamino-3-(3-indolyl)propionylamino]-3-phenylpropionylamino]-5-guanidinovaleryl]-1,3-benzothiazole-6-carboxylic acid C(C)(=O)N[C@H](C(=O)N[C@H](C(=O)N[C@H](C(=O)C=1SC2=C(N1)C=CC(=C2)C(=O)O)CCCNC(=N)N)CC2=CC=CC=C2)CC2=CNC1=CC=CC=C21